FC(OC=1C=C(CC2CC3(CN(C3)C(=O)C3CC(C3)(C)O)C2)C=CC1)F (6-(3-(Difluoromethoxy)benzyl)-2-azaspiro[3.3]heptan-2-yl)((1s,3s)-3-hydroxy-3-methylcyclobutyl)methanone